2-((2-(4-(tert-Butyl)pyridin-2-yl)-1H-indol-5-yl)thio)-2-methylpropanoic acid C(C)(C)(C)C1=CC(=NC=C1)C=1NC2=CC=C(C=C2C1)SC(C(=O)O)(C)C